C(#N)C1=CC(=C(C(=O)N(C)C)C=C1)F 4-cyano-2-fluoro-N,N-dimethylbenzamide